C/C=C(\C)/C(=O)O[C@H](CC(=O)[O-])C[N+](C)(C)C Tiglyl-L-carnitine